7,7-dimethylfuro[3,4-b]pyrazin-5(7H)-one CC1(OC(C=2C1=NC=CN2)=O)C